8-((4-((4-fluorophenyl)(3-hydroxy-2,2-dimethylpropyl)amino)cyclohexyl)(methyl)amino)-5-methyl-6-oxo-5,6-dihydro-1,5-naphthyridine-2-carbonitrile FC1=CC=C(C=C1)N(C1CCC(CC1)N(C1=CC(N(C=2C=CC(=NC12)C#N)C)=O)C)CC(CO)(C)C